(3aS,14aR)-5,8,10-trimethyl-3,3a,5,6-tetrahydro-1H-cyclopenta[f]pyrido[3'',2'':4',5']furo[3',2':4,5]pyrimido[1,2-a][1,4]diazepine-4,13(2H,14aH)-dione CN1CC=2N([C@H]3[C@@H](C1=O)CCC3)C(C3=C(N2)C2=C(O3)N=C(C=C2C)C)=O